C(C)(C)(C)OC(=O)N1[C@@H](C2=CC(=CC=C2C1)[N+](=O)[O-])C(=O)O (S)-2-(tert-Butoxycarbonyl)-6-nitroisoindoline-1-carboxylic acid